N-(4-(5-(6-(3-cyanopyrrolo[1,2-b]pyridazin-7-yl)-4-(isopropylamino)pyridin-3-yl)-1,3,4-thiadiazol-2-yl)bicyclo[2.2.2]oct-1-yl)-2-hydroxy-2-methylpropanamide C(#N)C1=CC=2N(N=C1)C(=CC2)C2=CC(=C(C=N2)C2=NN=C(S2)C21CCC(CC2)(CC1)NC(C(C)(C)O)=O)NC(C)C